Tert-Butyl 6-chloro-3-((1-(3,6-dimethyl-4-oxo-2-(4-(pyridin-4-yl)piperazin-1-yl)-3,4-dihydroquinazolin-8-yl)ethyl)amino)picolinate ClC1=CC=C(C(=N1)C(=O)OC(C)(C)C)NC(C)C=1C=C(C=C2C(N(C(=NC12)N1CCN(CC1)C1=CC=NC=C1)C)=O)C